FC1=CC=C(C=C1)C1=C(C(=NC(=C1)C1=NC=CC=C1)OC)C(=O)N 4-(4-Fluorophenyl)-2-methoxy-6-(pyridin-2-yl)pyridine-3-carboxamide